COC(=O)C1=CC=CC=2NC(=NC21)C2=C(C=C(C(=C2)O)C(=O)OCC)O 2-(4-ethoxycarbonyl-2,5-dihydroxyphenyl)-1H-benzo[d]imidazole-4-carboxylic acid methyl ester